4-(4-aminothieno[2,3-d]pyrimidin-5-yl)phenyl-N-(2-fluoro-5-(trifluoromethyl)phenyl)urea NC=1C2=C(N=CN1)SC=C2C2=CC=C(C=C2)N(C(=O)N)C2=C(C=CC(=C2)C(F)(F)F)F